2-((4-((5-bromo-6-methoxy-2,3-dihydro-1H-inden-1-yl)oxy)-2-methylene-4-oxobutanoyl)oxy)acetic acid BrC=1C=C2CCC(C2=CC1OC)OC(CC(C(=O)OCC(=O)O)=C)=O